The molecule is a flavonoid oxoanion resulting from the deprotonation of the hydroxy group at position 5 of the flavonoid moiety of quercetin 3,7-bis-O-alpha-L-rhamnoside. The major species at pH 7.3. It is a conjugate base of a quercetin 3,7-di-O-alpha-L-rhamnoside. C[C@H]1[C@@H]([C@H]([C@H]([C@@H](O1)OC2=CC(=C3C(=C2)OC(=C(C3=O)O[C@H]4[C@@H]([C@@H]([C@H]([C@@H](O4)C)O)O)O)C5=CC(=C(C=C5)[O-])O)O)O)O)O